N-(5-((1R,5S)-1-(2,5-difluorophenyl)-2-azabicyclo[3.1.0]hexan-2-yl)pyrazolo[1,5-a]pyrimidin-3-yl)-5-methylpyrazine-2-carboxamide FC1=C(C=C(C=C1)F)[C@@]12N(CC[C@H]2C1)C1=NC=2N(C=C1)N=CC2NC(=O)C2=NC=C(N=C2)C